tert-butyl N-[2-[[2-[[2-chloro-4-[[3-[1-(2-fluoroethyl)-3-(trifluoromethyl)pyrazol-4-yl]imidazo[1,2-a]pyrazin-8-yl]amino]benzoyl]amino]acetyl] amino]ethyl]carbamate ClC1=C(C(=O)NCC(=O)NCCNC(OC(C)(C)C)=O)C=CC(=C1)NC=1C=2N(C=CN1)C(=CN2)C=2C(=NN(C2)CCF)C(F)(F)F